C(C)C1=CC=CC=2N(C(CC(NC21)=O)=O)C2=CC=C(C=C2)NC(C2=C(C=CC=C2)I)=O 6-ethyl-1-[4-(2-iodobenzoyl)aminophenyl]-1H-1,5-benzodiazepine-2,4(3H,5h)-dione